[Cl-].[Cl-].CC1(C(=C(C=C1)C(C)(C)C)C)[Zr+2]C1(C(=C(C=C1)C(C)(C)C)C)C bis(1,2-dimethyl-3-t-butylcyclopentadienyl)zirconium dichloride